(S)- and (R)-4-(2-((2-oxo-1-phenyl-2-(1H-pyrrolo[2,3-b]pyridin-3-yl)ethyl)amino)ethyl)benzenesulfonamide O=C([C@H](C1=CC=CC=C1)NCCC1=CC=C(C=C1)S(=O)(=O)N)C1=CNC2=NC=CC=C21 |r|